tert-butyl 4-((1'-(2-(2,6-dioxopiperidin-3-yl)-1,3-dioxoisoindolin-5-yl)-[4,4'-bipiperidin]-1-yl)methyl)piperidine-1-carboxylate O=C1NC(CCC1N1C(C2=CC=C(C=C2C1=O)N1CCC(CC1)C1CCN(CC1)CC1CCN(CC1)C(=O)OC(C)(C)C)=O)=O